bis-(hydroxyethyl)aminopropyl-N-hydroxyethyl-octadecylamine dihydrofluoride F.F.OCCN(CCO)CCCN(CCO)CCCCCCCCCCCCCCCCCC